1-(4-((4-([1,2,4]triazolo[1,5-a]pyridin-6-yloxy)-3-chlorophenyl)amino)-5,8-dihydropyrido[4',3':4,5]thieno[2,3-d]pyrimidin-7(6H)-yl)prop-2-en-1-one N=1C=NN2C1C=CC(=C2)OC2=C(C=C(C=C2)NC=2C1=C(N=CN2)SC2=C1CCN(C2)C(C=C)=O)Cl